FC=1C(=CC=2C3=C(NC(C2C1)=O)COCC3N(C(=O)C3=CC1=C(N=CS1)C=C3)C)F N-(8,9-difluoro-6-oxo-1,4,5,6-tetrahydro-2H-pyrano[3,4-c]isoquinolin-1-yl)-N-methylbenzo[d]thiazole-6-carboxamide